1-(1-(4-(Difluoromethyl)phenyl)ethyl)-4-(propane-1-yn-1-yl)-1H-indazole-7-carboxamide FC(C1=CC=C(C=C1)C(C)N1N=CC2=C(C=CC(=C12)C(=O)N)C#CC)F